C1(CCCC1)C=1C(C(=CN(C1C)C)C(=O)NC1=CC(=C(C=C1)OC1=CC=NC2=CC(=C(N=C12)OC)OC)F)=O 5-cyclopentyl-N-[4-[(6,7-dimethoxy-1,5-naphthyridin-4-yl)oxy]-3-fluorophenyl]-1,6-dimethyl-4-oxopyridine-3-carboxamide